ClC1=CC=C(C=C1)[C@@]1(N(C(C2=CC(=CC(=C12)F)C(CC)([C@@H]1CC[C@H](CC1)O)O)=O)CC1=CC=C(C=N1)C#N)OC 6-{[(1R)-1-(4-chlorophenyl)-7-fluoro-5-{1-hydroxy-1-[trans-4-hydroxycyclohexyl]propyl}-1-methoxy-3-oxo-2,3-dihydro-1H-isoindol-2-yl]methyl}pyridine-3-carbonitrile